BrC1=CC=C(C=C1)N(C1=CC=CC=C1)C N-(4-bromophenyl)-N-methylaniline